3-nitro-1,8-naphthalenedicarboxylic acid anhydride [N+](=O)([O-])C=1C=C2C3=C(C=CC=C3C1)C(=O)OC2=O